methyl 4,4,4-trifluoro-2-butenoate FC(C=CC(=O)OC)(F)F